6-(1-benzothiophen-3-yl)-N-[1-(cyclobutylmethyl)-1H-pyrazol-4-yl]pyridine S1C=C(C2=C1C=CC=C2)C2=CC=CCN2C=2C=NN(C2)CC2CCC2